8-(4-(5'-(4-chloro-3-fluorophenyl)-3,3-dimethyl-5',6'-dihydrospiro[cyclobutane-1,7'-pyrrolo[2,3-b]pyrazine]-2'-carbonyl)-3,3-dimethylpiperazin-1-yl)-8-oxooctanoic acid ClC1=C(C=C(C=C1)N1CC2(C=3C1=NC=C(N3)C(=O)N3C(CN(CC3)C(CCCCCCC(=O)O)=O)(C)C)CC(C2)(C)C)F